1-methyl-4,5-diphenyl-1H-imidazole CN1C=NC(=C1C1=CC=CC=C1)C1=CC=CC=C1